CC(/C=C/C=1C=C(C=C(C1)O)O)CCC=C(C)C (E)-5-(3,7-Dimethylocta-1,6-dienyl)benzene-1,3-diol